C(C)N1C2=C([C@@H]([C@@H](C1=O)NC(C1=CC(=CC=C1)C(F)(F)F)=O)C1=CC=C(C=C1)F)C(=NN2C2COC2)C(=O)O (4S,5S)-7-ethyl-4-(4-fluorophenyl)-1-(oxetan-3-yl)-6-oxo-5-(3-(trifluoromethyl)benzamido)-4,5,6,7-tetrahydro-1H-pyrazolo[3,4-b]pyridine-3-carboxylic acid